tert-butyl 3-(4-(3,5-difluoro-2-(trifluoromethyl) phenyl) piperidine-1-carbonyl)-1,4,5,7-tetrahydro-6H-pyrazolo[3,4-c]pyridin-6-carboxylate FC=1C(=C(C=C(C1)F)C1CCN(CC1)C(=O)C1=NNC=2CN(CCC21)C(=O)OC(C)(C)C)C(F)(F)F